BrC1=NNC2=C1C=NC=C2I 3-bromo-7-iodo-1H-pyrazolo[4,3-C]pyridine